(1S,4S,6R) and (1R,4R,6S)-6-methyl-quinuclidin-3-one hydrochloride salt Cl.C[C@@H]1C[C@H]2C(CN1CC2)=O |r|